FC1(CC1)CN1N=CC(=C1)N1CC=2C(=NC=CC2C1=O)C1=C(C=C(C=C1)F)OCC(F)(F)F 2-{1-[(1-fluorocyclopropyl)methyl]-1H-pyrazol-4-yl}-4-[4-fluoro-2-(2,2,2-trifluoroethoxy)phenyl]-2,3-dihydro-1H-pyrrolo[3,4-c]pyridin-1-one